N-(2-Cyanoethyl)-2-((4-(7-(((2S,5R)-5-((N,N-dimethylsulfamoyl)amino)tetrahydro-2H-pyran-2-yl)methyl)-2,7-diazaspiro[3.5]nonan-2-yl)pyrimidin-5-yl)oxy)-5-fluoro-N-isopropylbenzamide C(#N)CCN(C(C1=C(C=CC(=C1)F)OC=1C(=NC=NC1)N1CC2(C1)CCN(CC2)C[C@H]2OC[C@@H](CC2)NS(N(C)C)(=O)=O)=O)C(C)C